NCCOCCOCCOCCOCC(COCCCCCCCC(=O)[O-])OCCCCCCCC(=O)OC\C=C/CCCCCC 8-[3-[2-[2-[2-(2-aminoethoxy)ethoxy]ethoxy]ethoxy]-2-[8-[(Z)-non-2-enoxy]-8-oxo-octoxy]propoxy]octanoate